FC1=CC(=CC2=CN(N=C12)C)C1=CN2C(S1)=NC(=N2)C2CCN(CC2)C(=O)OC(C)(C)C tert-butyl 4-[5-(7-fluoro-2-methylindazol-5-yl)-[1,2,4]triazolo[3,2-b][1,3]thiazol-2-yl]piperidine-1-carboxylate